[C@H](C)(CC)[C@@H]1N(CC2=C(NC1=O)C=CC=C2)C(C(C(=O)N)(C)C)=O 3-((S)-3-((S)-sec-butyl)-2-oxo-1,2,3,5-tetrahydro-4H-benzo[e][1,4]diazepin-4-yl)-2,2-dimethyl-3-oxopropanamide